Ethyl 2-(2-methyl-4-((5-oxo-4-(4-(trifluoromethyl)phenyl)-4,5-dihydro-1H-1,2,4-triazol-1-yl)methyl)phenoxy)acetate CC1=C(OCC(=O)OCC)C=CC(=C1)CN1N=CN(C1=O)C1=CC=C(C=C1)C(F)(F)F